CS(=O)(=O)C1=CC=C(C=C1)NC1=NC=C2C=CN=C(C2=C1)C#CC=1C=CC2=C(OCC(N2)=O)C1 7-((7-((4-(methylsulfonyl)phenyl)amino)-2,6-naphthyridin-1-yl)ethynyl)-2H-benzo[b][1,4]oxazin-3(4H)-one